O1C(OCCC1)[C@H](C)NC(OCC1=CC=CC=C1)=O (S)-Benzyl (1-(1,3-dioxan-2-yl)ethyl)carbamate